O=C1[C@H](SCC[C@H](N1)CNC(=O)C1=NC=CC=N1)C1=CC(=CC=C1)OC1=CC=C(C=C1)C(F)(F)F N-[[(2R,5S)-3-oxo-2-[3-[4-(trifluoromethyl)phenoxy]phenyl]-1,4-thiazepan-5-yl]methyl]pyrimidine-2-carboxamide